tert-butyl N-[(trans)-4-[(4-{4-[(4-amino-2-methylnaphthalen-1-yl)oxy]-1,3-thiazol-5-yl}pyrimidin-2-yl)amino]cyclohexyl]carbamate NC1=CC(=C(C2=CC=CC=C12)OC=1N=CSC1C1=NC(=NC=C1)N[C@@H]1CC[C@H](CC1)NC(OC(C)(C)C)=O)C